Cl\C(=C\Cl)\OC1=CC=CC=C1 (E)-1,2-dichlorovinylphenyl ether